[I-].CN1C(=[N+](C=C1)CCC)C 1,2-dimethyl-3-propyl-imidazolium iodide